4-((17-amino-3,6,9,12,15-pentaoxaheptadecyl)thio)-1-oxoisoindolin NCCOCCOCCOCCOCCOCCSC1=C2CNC(C2=CC=C1)=O